3-(2'-hydroxy-5'-methylphenyl)-benzotriazole OC1=C(C=C(C=C1)C)N1N=NC2=C1C=CC=C2